4-(2,5-Diazabicyclo[2.2.2]octan-2-yl)-7-(8-ethyl-7-fluoro-3-hydroxynaphthalen-1-yl)-2-(((S)-1-methylpyrrolidin-2-yl)methoxy)pyrimido[4,5-d]pyridazin-8(7H)-one C12N(CC(NC1)CC2)C2=NC(=NC=1C(N(N=CC12)C1=CC(=CC2=CC=C(C(=C12)CC)F)O)=O)OC[C@H]1N(CCC1)C